N[C@@H]1CNC[C@@H]1F (3R,4S)-3-amino-4-fluoropyrrolidine